2-(1-bromo-1H-pyrazol-4-yl)pyrazolo[5,1-b]Thiazole-7-carboxamide BrN1N=CC(=C1)C1=CN2C(S1)=C(C=N2)C(=O)N